(S)-N-(4-benzyl-5-(4-hydroxy-4-((7-(3-(4-methylpiperazin-1-yl)propanamido)-4-oxoquinazolin-3(4H)-yl)methyl)piperidin-1-yl)-5-oxopentyl)-4-chloroquinoline-7-carboxamide C(C1=CC=CC=C1)[C@H](CCCNC(=O)C1=CC=C2C(=CC=NC2=C1)Cl)C(=O)N1CCC(CC1)(CN1C=NC2=CC(=CC=C2C1=O)NC(CCN1CCN(CC1)C)=O)O